C1(CC1)NC(C1=NC(=C(C=C1)N1CCN(CC1)CC1=NC=2NC(C(=CC2C=C1)CC)=O)F)=O N-cyclopropyl-5-(4-((6-ethyl-7-oxo-7,8-dihydro-1,8-naphthyridin-2-yl)methyl)piperazin-1-yl)-6-fluoropicolinamide